ClC=1C=C(C=C(C1)Cl)C1=NNC=C1NC(=O)C(=O)N [3-(3,5-dichlorophenyl)-1H-pyrazol-4-yl]oxamide